ethyl (S)-3-amino-3-(3-fluoro-4-methoxyphenyl)propanoate N[C@@H](CC(=O)OCC)C1=CC(=C(C=C1)OC)F